silver-arsenic [As].[Ag]